N1C=CC2=CC=CC=C12 anti-indole